Cl.CNC=1SC(=C2C1CCCC2)C#N (methylamino)-4,5,6,7-tetrahydro-2-benzothiophene-1-carbonitrile hydrochloride